ethyl 4-((4-((tert-butyldimethylsilyl)oxy)tetrahydrofuran-3-yl)amino)-2-(methylthio)pyrimidine-5-carboxylate [Si](C)(C)(C(C)(C)C)OC1C(COC1)NC1=NC(=NC=C1C(=O)OCC)SC